(8-fluoro-4-isoquinolyl)methanone FC=1C=CC=C2C(=CN=CC12)C=O